C(C)(C)(C)OC(=O)N1C(COCC1)C=1C=C(C=C2CCN(CC12)C(=O)C=1C=NN(C1)C(C)C)Cl 3-(6-chloro-2-(1-isopropyl-1H-pyrazole-4-carbonyl)-1,2,3,4-tetrahydroisoquinolin-8-yl)morpholine-4-carboxylic acid tert-butyl ester